CC1(CC1)C1=NN=C(O1)C(=O)N 5-(1-methylcyclopropyl)1,3,4-oxadiazole-2-carboxamide